5-methyl-3,5-dipropyl-2-pyrazoline CC1(CC(=NN1)CCC)CCC